C(C)OC=1C=CC(=NC1)C=1N(C(=NN1)C1CC(C1)NC(=O)C1=NC2=NC=CC=C2C=C1)C1=C(C=CC=C1)F N-((1S,3r)-3-(5-(5-ethoxypyridin-2-yl)-4-(2-fluorophenyl)-4H-1,2,4-triazol-3-yl)cyclobutyl)-1,8-naphthyridine-2-carboxamide